C=1(C(=CC=CC1)C(=O)SC(=O)C=1C(=CC=CC1)C)C toluoyl sulfide